(S)-1-(5-chloro-3-fluoropyridin-2-yl)-4-(4-fluorobenzyl)-3-((1r,3S)-3-hydroxycyclobutyl)piperazine-2,5-dione ClC=1C=C(C(=NC1)N1C([C@@H](N(C(C1)=O)CC1=CC=C(C=C1)F)C1CC(C1)O)=O)F